OCC(C)(C)N1N=CC(=C1)C1=CN2C(S1)=C(C=N2)C(=O)N 2-(1-(1-hydroxy-2-methylpropan-2-yl)-1H-pyrazol-4-yl)pyrazolo[5,1-b]thiazole-7-carboxamide